trans-1-[(3E)-pent-3-enyl]-4-(4-propylcyclohexyl)cyclohexane C(C\C=C\C)[C@@H]1CC[C@H](CC1)C1CCC(CC1)CCC